(S)-3-(trifluoromethyl)-6a,7,9,10-tetrahydrodipyrazino[2,3-b:1',2'-d][1,4]Oxazine-8(6H)-carboxylic acid tert-butyl ester C(C)(C)(C)OC(=O)N1C[C@@H]2N(C3=C(OC2)N=C(C=N3)C(F)(F)F)CC1